C(CCCOC1=C(C=C(C=C1C)F)C=1C(=C(C=C(C1)C(C)(CC(C)(C)C)C)N1C2=CC(=CC=C2C=2C=CC(=CC12)C(C)(C)C)C(C)(C)C)O)OC1=C(C=C(C=C1C)F)C=1C(=C(C=C(C1)C(C)(CC(C)(C)C)C)N1C2=CC(=CC=C2C=2C=CC(=CC12)C(C)(C)C)C(C)(C)C)O 2',2'''-(butane-1,4-diylbis(oxy))bis(3-(2,7-di-tert-butyl-9H-carbazol-9-yl)-5'-fluoro-3'-methyl-5-(2,4,4-trimethylpentan-2-yl)-[1,1'-biphenyl]-2-ol)